C(C)(C)(C)OC(=O)N1C(CNCC1Cl)C1=NC(=NC2=C(C(=CC=C12)Br)OC1CC1)OC[C@H]1N(C[C@H](C1)F)C 7-bromo-6-chloro-8-cyclopropoxy-2-((((2S,4S)-4-fluoro-1-methylpyrrolidin-2-yl)methoxy)quinazolin-4-yl)piperazine-1-carboxylic acid tert-butyl ester